C(CC(C)C)N(C(=O)OCC=1C(=NOC1C1=CC=C(O[C@H]2C[C@H](OCC2)C(=O)O)C=C1)C)C (2S,4R)-4-(4-(4-(((isopentyl(methyl)carbamoyl)oxy)methyl)-3-methylisoxazol-5-yl)phenoxy)tetrahydro-2H-pyran-2-carboxylic acid